3-(4-(tert-butyl)phenyl)-N-isopropyl-2-methylpropan-1-imine oxide C(C)(C)(C)C1=CC=C(C=C1)CC(C=[N+](C(C)C)[O-])C